3-chloro-N-{3-[2-(4-chloro-3-fluorophenoxy)acetamido]bicyclo[1.1.1]pentan-1-yl}pyridine-2-carboxamide lithium acetate C(C)(=O)[O-].[Li+].ClC=1C(=NC=CC1)C(=O)NC12CC(C1)(C2)NC(COC2=CC(=C(C=C2)Cl)F)=O